1-di(sec-butyl)phosphinoyl-heptane C(C)(CC)P(=O)(CCCCCCC)C(C)CC